azolium tosylate S(=O)(=O)([O-])C1=CC=C(C)C=C1.[NH2+]1C=CC=C1